FC=1C(=NC=C(C1)B1OC(C(O1)(C)C)(C)C)NC=1C2=C(N=CN1)C=CC(=N2)N2[C@@H]1CN([C@H](C2)C1)C(=O)OC(C)(C)C tert-Butyl (1S,4S)-5-(4-((3-fluoro-5-(4,4,5,5-tetramethyl-1,3,2-dioxaborolan-2-yl)pyridin-2-yl)amino)pyrido[3,2-d]pyrimidin-6-yl)-2,5-diazabicyclo[2.2.1]heptane-2-carboxylate